(1S,5S)-N-[4-(3-cyanophenyl)-5-(2,6-dimethyl-4-pyridinyl)thiazol-2-yl]-6-methyl-3,6-diazabicyclo[3.2.2]nonane-3-carboxamide C(#N)C=1C=C(C=CC1)C=1N=C(SC1C1=CC(=NC(=C1)C)C)NC(=O)N1C[C@@H]2CN([C@H](C1)CC2)C